FC(C1=C2CN(C(C2=CC(=C1)C#CC1=CC=C(C=C1)CN1CCC(CC1)CO)=O)C(C(=O)NC=1SC=CN1)C1=C2N(C=N1)CCC2)F 2-[4-(difluoromethyl)-6-[2-[4-[[4-(hydroxymethyl)-1-piperidinyl]methyl]phenyl]ethynyl]-1-oxo-isoindolin-2-yl]-2-(6,7-dihydro-5H-pyrrolo[1,2-c]imidazol-1-yl)-N-thiazol-2-yl-acetamide